2,2'-dithiobis(4-methylthiazole) CC=1N=C(SC1)SSC=1SC=C(N1)C